NC=1C=C(OCC(=O)NC23CC(C2)(C3)NC(COC3=CC(=C(C=C3)Cl)F)=O)C=CC1Cl 2-(3-amino-4-chlorophenoxy)-N-{3-[2-(4-chloro-3-fluorophenoxy)acetylamino]-bicyclo[1.1.1]pentan-1-yl}acetamide